BrC=1C(=CC=C2C(=CN=CC12)N1C(N(C(CC1)=O)CC1=CC=C(C=C1)OC)=O)OC 1-(8-bromo-7-methoxy-4-isoquinolyl)-3-[(4-methoxyphenyl)methyl]hexahydropyrimidine-2,4-dione